methyl 2-((tert-butoxycarbonyl) amino)-7-((2',4'-difluoro-[1,1'-biphenyl]-2-yl) oxy)-1,2,3,4-tetrahydronaphthalene-2-carboxylate C(C)(C)(C)OC(=O)NC1(CC2=CC(=CC=C2CC1)OC1=C(C=CC=C1)C1=C(C=C(C=C1)F)F)C(=O)OC